FC(C(C(C(F)(F)F)(F)F)(F)F)(S(=O)(=O)[O-])F.C1(=CC=CC=C1)[Sn+3].FC(C(C(C(F)(F)F)(F)F)(F)F)(S(=O)(=O)[O-])F.FC(C(C(C(F)(F)F)(F)F)(F)F)(S(=O)(=O)[O-])F phenyltin perfluoro-1-butanesulfonate